4-(3-((trans)-4-(3-bromopropoxy)cyclohexyl)-4,4-dimethyl-5-oxo-2-thioxoimidazolidin-1-yl)-2-(trifluoromethyl)benzonitrile BrCCCO[C@@H]1CC[C@H](CC1)N1C(N(C(C1(C)C)=O)C1=CC(=C(C#N)C=C1)C(F)(F)F)=S